COC1=C(C=CC=C1)C=1C(=CN=NC1)C(=O)NC=1SC2=NC(=CC=C2N1)C1=CC=C(C(=O)OC)C=C1 methyl 4-(2-(5-(2-methoxyphenyl)pyridazine-4-carboxamido)thiazolo[5,4-b]pyridin-5-yl)benzoate